N-(5-fluoroquinolin-6-yl)-7-(1-methyl-1H-pyrazol-4-yl)-5-(1-(morpholin-3-yl)ethoxy)quinazolin-4-amine FC1=C2C=CC=NC2=CC=C1NC1=NC=NC2=CC(=CC(=C12)OC(C)C1NCCOC1)C=1C=NN(C1)C